ClC1=C(C=CC(=C1)C=1C=C(C2=CN(N=C2C1)C(C(=O)OCC)C1=C2N(C=N1)CCC2)Cl)N2CCN(CC2)C(=O)OC(C)(C)C tert-butyl 4-(2-chloro-4-(4-chloro-2-(1-(6,7-dihydro-5H-pyrrolo[1,2-c]imidazol-1-yl)-2-ethoxy-2-oxoethyl)-2H-indazol-6-yl)phenyl)piperazine-1-carboxylate